tert-butyl [2-(4-iodophenyl)ethyl](methylsulfonyl)carbamate IC1=CC=C(C=C1)CCN(C(OC(C)(C)C)=O)S(=O)(=O)C